(1S,2R,3S,4R)-4-(7-((1R,2S)-2-(3,4-difluorophenyl)cyclopropylamino)-5-(propylthio)-3H-[1,2,3]triazolo[4,5-d]pyrimidin-3-yl)cyclopentane-1,2,3-triol FC=1C=C(C=CC1F)[C@H]1[C@@H](C1)NC=1C2=C(N=C(N1)SCCC)N(N=N2)[C@H]2[C@@H]([C@@H]([C@H](C2)O)O)O